ClC1=C(C(=C(C=C1OC)OC)C(C)C)C1=CC2=C(N=C(N=C2)N[C@H]2[C@H](COC2)NC(C=C)=O)C=N1 N-((3R,4S)-4-((6-(2-chloro-6-isopropyl-3,5-dimethoxyphenyl)pyrido[3,4-d]pyrimidin-2-yl)amino)tetrahydrofuran-3-yl)acrylamide